COC=1C=C(C=CC1OC)C=1N=C2N(C(C1)=O)C=C(C=C2C)N2CCC(CC2)=O 2-(3,4-dimethoxyphenyl)-9-methyl-7-(4-oxopiperidin-1-yl)-4H-pyrido[1,2-a]pyrimidin-4-one